C1(CC1)C1=NC=CC(=C1)C1=NN2C(N(C3=C(C2=O)CN(C3=O)C(C)C)CC(=O)NC3=NC=C(C=C3)F)=C1 2-(2-(2-cyclopropylpyridin-4-yl)-6-isopropyl-5,8-dioxo-5,6,7,8-tetrahydro-4H-pyrazolo[1,5-a]pyrrolo[3,4-d]pyrimidin-4-yl)-N-(5-fluoropyridin-2-yl)acetamide